2-(Isocyanovinyl)-1,4-dimethoxybenzene [N+](#[C-])C=CC1=C(C=CC(=C1)OC)OC